3-[[4-[8-chloro-7-[(2-methyl-3H-benzimidazol-5-yl)oxy]quinoxalin-2-yl]pyrazol-1-yl]methyl]-N,N-dimethyl-cyclobutanamine ClC=1C(=CC=C2N=CC(=NC12)C=1C=NN(C1)CC1CC(C1)N(C)C)OC1=CC2=C(N=C(N2)C)C=C1